C(C)(C)(C)C=1C=C(C=C(C1O)N1N=C2C(=N1)C=CC(=C2)Cl)CCC(=O)OCC(CCCC)CC 2-Ethylhexyl 3-[3-tert-butyl-5-(5-chloro-2H-benzotriazol-2-yl)-4-hydroxyphenyl]propionate